(25S)-5alpha-cholestan-3beta,6alpha,8,15beta,16beta,26-hexol C([C@@H](C)CCC[C@@H](C)[C@H]1[C@H]([C@H]([C@H]2[C@@]3(C[C@@H]([C@H]4C[C@H](CC[C@]4(C)[C@H]3CC[C@]12C)O)O)O)O)O)O